glycidyl-Aniline C(C1CO1)NC1=CC=CC=C1